NCCC(CCOC=1C=C(C=CC1)CC(=O)NC=1SC(=C(N1)C=1C=C2CCN(C2=CC1)C(=O)C1CC1)C)(C)C 2-(3-(5-amino-3,3-dimethylpentyloxy)phenyl)-N-(4-(1-(cyclopropanecarbonyl)indolin-5-yl)-5-methylthiazol-2-yl)acetamide